COC1=CC=C(C=C1)CCN1N=C2N([C@@H](CCC2)C(=O)O)C1=O (5S)-2-[2-(4-Methoxyphenyl)ethyl]-3-oxo-2,3,5,6,7,8-hexahydro[1,2,4]triazolo[4,3-a]pyridine-5-carboxylic acid